C(C=C)OC(C(C)(C)OC(C1=C(C=C(C(=C1)N1C(NC(=CC1=O)C(F)(F)F)=O)F)Cl)=O)=O.COC1=CC=C(C=C1)CNS(=O)(=O)CC N-[(4-methoxyphenyl)methyl]ethanesulfonamide 1-(Allyloxy)-2-methyl-1-oxopropan-2-yl-2-chloro-5-[4-(trifluoromethyl)-2,6-dioxo-3,6-dihydropyrimidine-1(2H)-yl]-4-fluorobenzoate